8-aminoquinolone C1=CC2=C(C(=C1)N)NC(=O)C=C2